(2R,4S)-6-(2,7-Dichloro-8-fluoropyrido[4,3-d]pyrimidin-4-yl)-6-azaspiro[3.5]nonan-2-ol ClC=1N=C(C2=C(N1)C(=C(N=C2)Cl)F)N2CC1(CC(C1)O)CCC2